N4-[1-[1-(difluoromethyl)pyrazol-3-yl]-1-methyl-ethyl]-6-(3-methyl-1-tetrahydropyran-2-yl-indazol-5-yl)-1,3,5-triazine-2,4-diamine FC(N1N=C(C=C1)C(C)(C)NC1=NC(=NC(=N1)C=1C=C2C(=NN(C2=CC1)C1OCCCC1)C)N)F